CNS(=O)(=O)C1=CC=C(C=C1)C#C N-methyl-p-ethynylbenzenesulfonamide